C(#N)C=1C=C(C=NC1NC1COCC1)C=1C(=CC(=C(C(=O)NC2CC2)C1)F)C 5-(5-cyano-6-((tetrahydrofuran-3-yl)amino)pyridin-3-yl)-N-cyclopropyl-2-fluoro-4-methylbenzamide